2-(p-tolyl)thiazole-5-carboxamide C1(=CC=C(C=C1)C=1SC(=CN1)C(=O)N)C